6-(TETRAHYDRO-2H-PYRAN-2-YLOXY)-2-NAPHTHYLBORONIC ACID O1C(CCCC1)OC=1C=C2C=CC(=CC2=CC1)B(O)O